(R)-6-(5,6-dihydro-4H-cyclopenta[b]thiophen-2-yl)-N-(1,1-dioxido-2,3-dihydrothiophen-3-yl)-2-methoxynicotinamide S1C2=C(C=C1C1=NC(=C(C(=O)N[C@H]3CS(C=C3)(=O)=O)C=C1)OC)CCC2